2-[2-[(E)-3-[4-[(E)-Hept-1-enyl]phenyl]prop-2-enoyl]-5-(3-methylbut-2-enoxy)phenoxy]acetic acid C(=C\CCCCC)/C1=CC=C(C=C1)/C=C/C(=O)C1=C(OCC(=O)O)C=C(C=C1)OCC=C(C)C